FC=1C=C(C#N)C=CC1N1CC(N(C2(CC(C2)C=2OC(=CN2)C)C1=O)CC1=CC=C(C=C1)C(F)(F)F)=O 3-fluoro-4-(2-(5-methyloxazol-2-yl)-6,9-dioxo-5-(4-(trifluoromethyl)benzyl)-5,8-diazaspiro[3.5]nonan-8-yl)benzonitrile